FC=1C(=NC=2N(C1)N=CC2C=2C(=NC=CC2)OC2COCC2)N2CCN(CC2)C(=O)OC(C)(C)C tert-butyl 4-[6-fluoro-3-(2-tetrahydrofuran-3-yloxy-3-pyridyl)pyrazolo[1,5-a]pyrimidin-5-yl]piperazine-1-carboxylate